COC1=C(C(=O)NCC2=C(C=C(C=C2)B2OC(C(O2)(C)C)(C)C)OC)C=CC=C1 2-methoxy-N-[[2-methoxy-4-(4,4,5,5-tetramethyl-1,3,2-dioxaborolan-2-yl)phenyl]methyl]benzamide